(2-amino-5-methylphenyl)(phenyl)methanone NC1=C(C=C(C=C1)C)C(=O)C1=CC=CC=C1